C1(CCCC1)C(C(=O)OC1=C2C=C(C(=CC2=C(C=2C(OCC21)=O)C2=CC1=C(OCO1)C=C2)OC)OC)C2=CC=CC=C2 9-(benzo[d][1,3]dioxol-5-yl)-1,3-dihydro-6,7-dimethoxy-1-oxonaphtho[2,3-c]furan-4-yl 2-cyclopentyl-2-phenylacetate